1-[5-(5-chloro-2-methoxypyridin-4-yl)-1H-pyrazole-3-carbonyl]-N-[(2-methyloxolan-2-yl)methyl]piperidine-4-carboxamide ClC=1C(=CC(=NC1)OC)C1=CC(=NN1)C(=O)N1CCC(CC1)C(=O)NCC1(OCCC1)C